C(C)(C)(C)OC(=O)N=S(=O)(C=1C=NC(=NC1)OC)C1=CC=C(C(=O)OC)C=C1 methyl 4-[N-tert-butoxycarbonyl-S-(2-methoxypyrimidin-5-yl)sulfonimidoyl]benzoate